C(C)(C)C1=C2CCCNC2=C(C=C1)OC 5-isopropyl-8-methoxy-1,2,3,4-tetrahydroquinoline